COC(CNC1=C(C=CC=C1)Cl)=O (S)-o-chlorophenyl-glycine methyl ester